C1(=CC(=CC(=C1)C1=NC2=C(N1C1=CC=CC=C1)C=CC=C2)C2=NC1=C(N2C2=CC=CC=C2)C=CC=C1)C1=NC2=C(N1C1=CC=CC=C1)C=CC=C2 2,2',2''-(1,3,5-benzenetriyl)tris[1-phenyl-1H-benzimidazole]